C12CC(CC(CCC1)N2)NC(=O)[C@H]2CN(C[C@H](O2)C)C2=C1C=CC=NC1=C(C=C2)C(F)(F)F (2R,6R)-N-(9-azabicyclo[3.3.1]nonan-3-yl)-6-methyl-4-[8-(trifluoromethyl)-5-quinolyl]morpholine-2-carboxamide